1,3-thiazol-2-yl-1,4-dihydro-1,8-naphthyridine-3-carboxylic acid S1C(=NC=C1)N1C=C(CC2=CC=CN=C12)C(=O)O